OCC1=CC2=C(N=C(O2)N[C@@H]2C[C@H](CC2)NC2=CC=C(C=N2)N2C(C=CC=C2)=O)C=C1 6'-(((1S,3S)-3-((6-(Hydroxymethyl)benzo[d]oxazol-2-yl)amino)cyclopentyl)amino)-2H-[1,3'-bipyridin]-2-one